4-(4-Hydroxy-2,3,5-trimethylphenyl)-1(2H)-phthalazinone OC1=C(C(=C(C=C1C)C1=NNC(C2=CC=CC=C12)=O)C)C